6-((3-fluoro-1H-indol-4-yl)thio)pyrazin-2(1H)-one FC1=CNC2=CC=CC(=C12)SC1=CN=CC(N1)=O